ClCC1(C(C(CC1)CC1=CC=C(C=C1)C)(O)CN1N=CN=C1)C 2-(chloromethyl)-2-methyl-5-(p-tolylmethyl)-1-(1,2,4-triazol-1-ylmethyl)cyclopentanol